C(C1=CC=CC=C1)OC([C@@H](NC(=O)OC(C)(C)C)CCO)=O (t-butoxycarbonyl)-L-homoserine benzyl ester